N-{[4-(6-methylpyridine-3-sulfonyl)phenyl]methyl}imidazo[1,2-a]pyrimidine-6-carboxamide CC1=CC=C(C=N1)S(=O)(=O)C1=CC=C(C=C1)CNC(=O)C=1C=NC=2N(C1)C=CN2